NC1=C(C(=NN1C1(CC1)C)C1=C(C=C(C=C1)CC(NC1=CC(=NO1)C12CC(C1)(C2)C(F)(F)F)=O)F)C(=O)N 5-Amino-3-(2-fluoro-4-(2-oxo-2-((3-(3-(trifluoromethyl)bicyclo[1.1.1]pentan-1-yl)isoxazol-5-yl)amino)ethyl)phenyl)-1-(1-methylcyclopropyl)-1H-pyrazole-4-carboxamide